3-(2,4-dihydroxyphenyl)coumarin ethyl-4-[tert-butyl(dimethyl)silyl]oxy-3-[[tert-butyl(dimethyl)silyl]oxymethyl]butanoate C(C)OC(CC(CO[Si](C)(C)C(C)(C)C)CO[Si](C)(C)C(C)(C)C)=O.OC1=C(C=CC(=C1)O)C=1C(OC2=CC=CC=C2C1)=O